3-allyloxy-2-((allyloxy)methyl)propanol Tert-butyl-((2S)-1-((1-((3,5-dimethoxybenzyl)amino)-1,2-dioxopentan-3-yl)amino)-4-methyl-1-oxopentan-2-yl)carbamate C(C)(C)(C)N(C(=O)OCC(COCC=C)COCC=C)[C@H](C(=O)NC(C(C(=O)NCC1=CC(=CC(=C1)OC)OC)=O)CC)CC(C)C